3-[1-[5-(2,4-dioxo-1H-pyrimidin-5-yl)-1-methyl-pyrazolo[3,4-c]pyridazin-3-yl]oxyethyl]benzonitrile O=C1NC=C(C(N1)=O)C=1C=C2C(=NN1)N(N=C2OC(C)C=2C=C(C#N)C=CC2)C